ClC=1C(=C(C=CC1F)[C@H](NC(=O)[C@H]1NC(NC1)=O)C1CC2(C1)CC(C2)(F)F)F |o1:8| (S)-N-((R or S)-(3-chloro-2,4-difluorophenyl)(6,6-difluorospiro[3.3]heptan-2-yl)methyl)-2-oxoimidazolidine-4-carboxamide